5-(2-chloro-3-fluoro-phenyl)-3-isopropylpyrimidin-2,4-dion ClC1=C(C=CC=C1F)C=1C(N(C(NC1)=O)C(C)C)=O